CC1(N=C(OC1)C1=C(C=CC=C1)OC)C 4,4-dimethyl-2-(2-methoxyphenyl)oxazoline